3'-aza-2'-[18F]fluoro-5-methyl-(6R)-tetrahydrofolate [18F]C1=C(C(N[C@@H](CCC(=O)[O-])C(=O)O)=O)C=CC(=N1)NC[C@H]1CNC=2N=C(N)NC(=O)C2N1C